C(#N)C=1C(=CC(=C(C1)NS(=O)(=O)C=1C=C(C(=O)OC)C=CC1O)N1[C@@H](CCCC1)CCCCOCOCC[Si](C)(C)C)F methyl (S)-3-(N-(5-cyano-4-fluoro-2-(2-(4-((2-(trimethylsilyl)ethoxy)methoxy)butyl)piperidin-1-yl)phenyl)sulfamoyl)-4-hydroxybenzoate